2-((4-(3-(4-Chloro-2-fluorophenyl)-2,3-dihydrobenzo[b][1,4]dioxin-5-yl)piperidine-1-yl)methyl)-1-((1-(difluoromethyl)cyclopropyl)methyl)-1H-benzo[d]imidazole-6-carboxylic acid ClC1=CC(=C(C=C1)C1OC2=C(OC1)C=CC=C2C2CCN(CC2)CC2=NC1=C(N2CC2(CC2)C(F)F)C=C(C=C1)C(=O)O)F